The molecule is an aldooctose phosphate that is the 5-O-phosphono derivative of 3-deoxy-alpha-D-manno-oct-2-ulopyranosonic acid It derives from a 3-deoxy-alpha-D-manno-oct-2-ulopyranosonic acid. C1[C@H]([C@H]([C@H](O[C@]1(C(=O)O)O)[C@@H](CO)O)OP(=O)(O)O)O